N1N=CC(=C1)C1=C2OCCCC3=C(NC(C(S1)=C23)=O)[C@H](C)N2N=CC=C2 (S)-2-(1H-pyrazol-4-yl)-7-(1-pyrazol-1-ylethyl)-12-oxa-3-thia-6-azatricyclo[6.4.1.04,13]trideca-1,4(13),7-trien-5-one